N12C(ONOC1)SS2 epidithiodioxapiperazine